C(#N)C1=C(C=CC(=N1)C(=O)NC)N1CCNCC1 6-cyano-N-methyl-5-(piperazin-1-yl)picolinamide